C1(CC1)C=1C(=C2C(C(N(C2=C(C1)F)CC(=O)NC[C@@H](CC(=O)OC)C)=O)(C)C)F methyl (R)-4-(2-(5-cyclopropyl-4,7-difluoro-3,3-dimethyl-2-oxoindolin-1-yl)acetamido)-3-methylbutanoate